3-(1,4-dimethyl-1H-benzo[d][1,2,3]triazol-5-yl)-3-(3-(((R)-7-ethyl-1,7,8,10-tetrahydro-9H-[1,4]oxazepino[7,6-g]indazol-9-yl) methyl)-4-methylphenyl)-2,2-dimethylpropionate CN1N=NC2=C1C=CC(=C2C)C(C(C(=O)[O-])(C)C)C2=CC(=C(C=C2)C)CN2C[C@H](OC1=CC=C3C=NNC3=C1C2)CC